4-(1,3-Benzooxazol-2-yl)-4-hydroxypiperidine-1-carboxylic acid tert-butyl ester C(C)(C)(C)OC(=O)N1CCC(CC1)(O)C=1OC2=C(N1)C=CC=C2